methyl 4-(3-ethyl-4-((4-hydroxybenzyl)amino)-1-methyl-1H-pyrazolo[3,4-d]pyrimidin-6-yl)benzoate C(C)C1=NN(C2=NC(=NC(=C21)NCC2=CC=C(C=C2)O)C2=CC=C(C(=O)OC)C=C2)C